(RS)-Quinoline-carboxylic acid (4-pyrrolidin-3-yl-phenyl)-amide N1C[C@H](CC1)C1=CC=C(C=C1)NC(=O)C1=NC2=CC=CC=C2C=C1 |r|